C(C)(=O)NCC1=CC=C(C=C1)[C@@H]1N(C[C@H](CC1)C)C(C(=O)NC=1C=C(C(=NC1)NC(OC(C)(C)C)=O)C)=O |r| rac-tert-butyl N-[5-[[2-[(2R,5S)-2-[4-(Acetamidomethyl)phenyl]-5-methyl-1-piperidyl]-2-oxo-acetyl]amino]-3-methyl-2-pyridyl]carbamate